6-bromo-2-(5-bromo-2-hydroxy-phenyl)quinazolin-4-one BrC=1C=C2C(NC(=NC2=CC1)C1=C(C=CC(=C1)Br)O)=O